4-[3-[4-(4-Aminooxybenzoyl)oxyphenyl]prop-2-enoyl]benzoic acid NOC1=CC=C(C(=O)OC2=CC=C(C=C2)C=CC(=O)C2=CC=C(C(=O)O)C=C2)C=C1